dimethyl-2,4-pentanediol CC(C(CC(C)O)O)C